C1(CC1)C1=CC(=C(C=C1)CC1NC=NOC1)C 5-[(4-cyclopropyl-2-methyl-phenyl)methyl]-5,6-dihydro-4H-1,2,4-oxadiazine